rac-(1S*,2S*)-2-(5-chloro-2-cyanophenyl)-N-(4-(((6-cyclopropyl-8-(2-hydroxypropan-2-yl)imidazo[1,2-a]pyridin-2-yl)methyl)amino)pyridin-2-yl)cyclopropane-1-carboxamide ClC=1C=CC(=C(C1)[C@@H]1[C@H](C1)C(=O)NC1=NC=CC(=C1)NCC=1N=C2N(C=C(C=C2C(C)(C)O)C2CC2)C1)C#N |r|